C(C)C1=NN=C(O1)N 5-ethyl-1,3,4-oxadiazol-2-ylamine